(2S)-1-(2-{[1-(2,2-difluoroethyl)-5-methyl-1H-pyrazol-4-yl]sulfonyl}-2H,4H,5H,6H-pyrrolo[3,4-c]pyrazol-5-yl)-2-(2-fluorophenyl)-3-hydroxypropan-1-one FC(CN1N=CC(=C1C)S(=O)(=O)N1N=C2C(=C1)CN(C2)C([C@H](CO)C2=C(C=CC=C2)F)=O)F